CC(C)=C1CCC(CC1)N1CCC(CC1)N1C(=C(C=2C1=CC=NC2)CN2CCCC2)CCO 2-(1-(1-(4-(propan-2-ylidene)cyclohexyl)piperidin-4-yl)-3-(pyrrolidin-1-ylmethyl)-1H-pyrrolo[2,3-d]pyridin-2-yl)ethan-1-ol